BrC1=C(C(=O)NNC(=O)OC(C)(C)C)C=C(C=C1)C tert-butyl 2-(2-bromo-5-methylbenzoyl)hydrazine-1-carboxylate